2-Boc-8-carboxy-1,2,3,4-tetrahydroisoquinoline C(=O)(OC(C)(C)C)N1CC2=C(C=CC=C2CC1)C(=O)O